OC=1C(=CC2=CC(=CC=C2C1N=O)S(=O)(=O)O)S(=O)(=O)O 3-hydroxy-4-nitroso-2,7-naphthalenedisulfonic acid